1-tert-butyl 2-methyl (2S,4S)-4-[(tert-butyldimethylsilyl)oxy]-pyrrolidine-1,2-dicarboxylate [Si](C)(C)(C(C)(C)C)O[C@H]1C[C@H](N(C1)C(=O)OC(C)(C)C)C(=O)OC